N-((1S)-2-(6-fluoro-2,3-di-methylphenyl)-1-(5-oxo-4,5-dihydro-1,3,4-oxadiazol-2-yl)propyl)-4-(1H-pyrazol-1-yl)piperidine-1-sulfonamide FC1=CC=C(C(=C1C([C@@H](C=1OC(NN1)=O)NS(=O)(=O)N1CCC(CC1)N1N=CC=C1)C)C)C